2-(1-benzyl-4-hydroxypiperidin-4-yl)-2-methylpropanehydrazide C(C1=CC=CC=C1)N1CCC(CC1)(O)C(C(=O)NN)(C)C